[5-bromo-3-Methyl-(2-methylsulfanyl-ethyl)-2,4-dioxo-3,4-dihydro-2H-pyrimidin-1-yl]-acetate BrC=1C(N(C(N(C1CCSC)CC(=O)[O-])=O)C)=O